[Si](C)(C)(C(C)(C)C)OC1=CC(=CC2=CC=CC=C12)SCC1=CC(=NN1C)C(=O)OC Methyl 5-(((4-((tert-butyldimethylsilyl)oxy)naphthalen-2-yl)thio)methyl)-1-methyl-1H-pyrazole-3-carboxylate